6-(4-ethyl-3-(hydroxymethyl)-5-oxo-4,5-dihydro-1H-1,2,4-triazol-1-yl)-7-fluoro-2-(3-fluoro-2-tolyl)-4-(prop-1-en-2-yl)isoquinolin-1(2H)-one C(C)N1C(=NN(C1=O)C=1C=C2C(=CN(C(C2=CC1F)=O)C1=C(C=CC=C1F)C)C(=C)C)CO